N6-tert-butyl-benzyl-adenine C(C)(C)(C)NC1=C2NC=NC2=NC(=N1)CC1=CC=CC=C1